1-(2-chloro-6-fluorobenzyl)-2-oxo-3-(pyrimidin-2-yl)-N-(2,4,6-trifluorobenzyl)-1,2,3,4-tetrahydroquinazoline-7-carboxamide ClC1=C(CN2C(N(CC3=CC=C(C=C23)C(=O)NCC2=C(C=C(C=C2F)F)F)C2=NC=CC=N2)=O)C(=CC=C1)F